9,10-bis(decylcarbonyloxy)anthracene C(CCCCCCCCC)C(=O)OC=1C2=CC=CC=C2C(=C2C=CC=CC12)OC(=O)CCCCCCCCCC